bis[2-(N,N-dimethylamino)ethyl]amine CN(C)CCNCCN(C)C